N[C@@]1([C@H](CCCC1)CCCB(O)O)C(=O)O |o1:2| (1S,2S)- or (1S,2R)-1-amino-2-(3-boronopropyl)cyclohexanecarboxylic acid